(S)-3-(1-aminoethyl)-6-chloro-1,8-naphthyridin-2(1H)-one N[C@@H](C)C=1C(NC2=NC=C(C=C2C1)Cl)=O